4-[(6-Chloro-4-methyl-3-pyridinyl)sulfonyl]-5-methyl-1,3-dihydroquinoxalin-2-one ClC1=CC(=C(C=N1)S(=O)(=O)N1CC(NC2=CC=CC(=C12)C)=O)C